2-cyclopropyl-N-((1R,2R)-2-hydroxycyclohexyl)-11-oxo-11H-pyrido[2,1-b]quinazoline-6-carboxamide C1(CC1)C=1C=C2C(N3C(=NC2=CC1)C(=CC=C3)C(=O)N[C@H]3[C@@H](CCCC3)O)=O